2-chloro-6-((2,2-difluoroethyl)amino)pyrimidine-4-carboxylic acid ClC1=NC(=CC(=N1)C(=O)O)NCC(F)F